2-(2-heptadecenyl-2-imidazolin-1-yl)ethanol C(=CCCCCCCCCCCCCCCC)C=1N(CCN1)CCO